methyl 3-[5-[3-(benzyloxycarbonylamino)propoxy]-1-tetrahydropyran-2-yl-indazol-3-yl]-5-isopropoxy-benzoate C(C1=CC=CC=C1)OC(=O)NCCCOC=1C=C2C(=NN(C2=CC1)C1OCCCC1)C=1C=C(C(=O)OC)C=C(C1)OC(C)C